COC(=O)C=1C=CC=C2C=CN(C12)CC=1OC2=C(C1)C=CC=C2 1-(benzofuran-2-ylmethyl)-1H-indole-7-carboxylic acid methyl ester